CN(C)CC1=CC=C(C=C1)C=1N=CN(C1)C(=O)NCCC1=CC=CC=C1 4-(4-((Dimethylamino)methyl)phenyl)-N-phenethyl-1H-imidazole-1-carboxamide